C1=CC=C(C(=C1)N)SC2=CC=C(C=C2)Cl 2-amino-4'-chloro diphenyl sulfide